(5-METHYL-2-[3-(PYRROLIDIN-1-YL)PROPOXY]PHENYL)BORANEDIOL CC=1C=CC(=C(C1)B(O)O)OCCCN1CCCC1